C1N(CC12CCNCC2)C2CN(C2)C=2C=C1CN(C(C1=CC2)=O)C2C(NC(CC2)=O)=O 3-[5-[3-(2,7-diazaspiro[3.5]nonan-2-yl)azetidin-1-yl]-1-oxo-isoindolin-2-yl]piperidine-2,6-dione